OCC1N(CCNC1)C(=O)N1C[C@H]2N(C=3C(=NN=C(C3)C3=C(C=CC=C3)O)NC2)CC1 (2-(hydroxymethyl)piperazin-1-yl)((S)-2-(2-hydroxyphenyl)-5,6,6a,7,9,10-hexahydro-8H-pyrazino[1',2':4,5]pyrazino[2,3-c]pyridazin-8-yl)methanone